P(=O)(O)(O)OC=1C=C(C=CC1)CC(=O)O[C@@H]1C2(CCC(C1)(CC2)NC(COC2=CC(=C(C=C2)Cl)F)=O)NC(COC2=CC(=C(C=C2)Cl)F)=O (2S)-1,4-bis[2-(4-chloro-3-fluorophenoxy)acetamido]bicyclo[2.2.2]octan-2-yl [3-(phosphonooxy)phenyl]acetate